[3-(4-chlorophenyl)-5-[(2S)-2-(hydroxymethyl)pyrrolidin-1-yl]-7-methylsulfanyl-pyrazolo[1,5-a]pyrimidin-2-yl]benzonitrile ClC1=CC=C(C=C1)C=1C(=NN2C1N=C(C=C2SC)N2[C@@H](CCC2)CO)C2=C(C#N)C=CC=C2